CS(=O)(=O)N1CC(C1)C1=NC=2C(=NC=CC2C2CCN(CC2)C(=O)C2=CC=C(C=C2)OC(F)(F)F)N1 [4-[2-(1-methylsulfonylazetidin-3-yl)-3H-imidazo[4,5-b]pyridin-7-yl]-1-piperidyl]-[4-(trifluoromethoxy)phenyl]methanone